COC(=O)C=1C=C2C(C=C(OC2=C(C1)C(C)NC1=CC(=CC(=C1)F)F)SCC)=O.C(C)(=O)OC1=CC=C(C=C1)[S+](C)C para-acetoxyphenyl-dimethyl-sulfonium methyl-8-(1-((3,5-difluorophenyl)amino)ethyl)-2-(ethylthio)-4-oxo-4H-chromene-6-carboxylate